{4-[di(tert-butoxycarbonyl)amino]-2-chloro-3-[(methylthio)methyl]phenyl}sulfur C(C)(C)(C)OC(=O)N(C1=C(C(=C(C=C1)[S])Cl)CSC)C(=O)OC(C)(C)C